2-(1H-IMIDAZOL-1-YL)PROPANOIC ACID N1(C=NC=C1)C(C(=O)O)C